(acetylamino)-N-[6-(trifluoromethyl)benzo[d][1,3]thiazepin-2-yl]benzamide C(C)(=O)NC1=C(C(=O)NC=2SC=CC3=C(N2)C=CC=C3C(F)(F)F)C=CC=C1